4-fluoro-2-((2R,4S)-4-fluoropyrrolidin-2-yl)phenol hydrobromide Br.FC1=CC(=C(C=C1)O)[C@@H]1NC[C@H](C1)F